2,4-dioxo-3-phenyl-1H-pyrimidine-5-carboxylic acid O=C1NC=C(C(N1C1=CC=CC=C1)=O)C(=O)O